4,4'-(1,3-propanediyl)bispyridine C(CCC1=CC=NC=C1)C1=CC=NC=C1